3-ethyl-[1,2,4]oxadiazol C(C)C1=NOC=N1